1,1,2,2-tetrafluoro-1-(methoxy)ethane FC(C(F)F)(OC)F